NC=1C2=C(N=CN1)N(C=C2Br)[C@H]2[C@@H]([C@@H]([C@H](C2)CNC[C@H]2CNCCC2)O)O (1R,2S,3R,5R)-3-{4-amino-5-bromopyrrolo[2,3-d]pyrimidin-7-yl}-5-({[(3R)-piperidin-3-ylmethyl]amino}methyl)cyclopentane-1,2-diol